N-(2-Methoxy-5-(((1R,3S)-3-(trifluoromethyl)cyclohexyl)oxy)phenyl)-5-oxo-pyrrolidine-2-carboxamide COC1=C(C=C(C=C1)O[C@H]1C[C@H](CCC1)C(F)(F)F)NC(=O)C1NC(CC1)=O